((1s,3s)-3-hydroxy-3-methylcyclobutyl)(6-(1-methyl-1H-pyrrolo[2,3-b]pyridin-5-yl)-2-azaspiro[3.3]hept-2-yl)methanone OC1(CC(C1)C(=O)N1CC2(C1)CC(C2)C=2C=C1C(=NC2)N(C=C1)C)C